tert-Butyl N-[3,3-difluoro-2-[4-(4,4,5,5-tetramethyl-1,3,2-dioxaborolan-2-yl)phenyl]propyl]carbamate FC(C(CNC(OC(C)(C)C)=O)C1=CC=C(C=C1)B1OC(C(O1)(C)C)(C)C)F